CC1=C(C(=O)CCOP(C2=CC=CC=C2)=O)C(=CC(=C1)C)C (2,4,6-trimethylbenzoyl)ethoxylphenylphosphine oxide